N=1C(=CN2C1C=CC=C2)N2C([C@H](NCC2)CC2=CN(C1=CC=CC=C21)C(=O)OC(C)(C)C)=O tert-butyl 3-[[(2R)-4-imidazo[1,2-a]pyridin-2-yl-3-oxo-piperazin-2-yl]methyl]indole-1-carboxylate